NCC(Br)C1=CC=C(C=C1)O 4-(2-amino-1-bromoethyl)phenol